C(OC1CCC(CC1)(F)F)(=O)Cl 4,4-difluorocyclohexyl carbonochloridate